tert-butyl 4-[4-(4-{1-[(tert-butoxy)carbonyl]-1,2,3,6-tetrahydro pyridin-4-yl}-3-fluorobenzamido)-2-chloro-3-fluorophenyl]-1,2,3,6-tetrahydropyridine-1-carboxylate C(C)(C)(C)OC(=O)N1CCC(=CC1)C1=C(C=C(C(=O)NC2=C(C(=C(C=C2)C=2CCN(CC2)C(=O)OC(C)(C)C)Cl)F)C=C1)F